OC1=CC=C(C=N1)S(=O)(=O)O 6-hydroxy-3-pyridinsulfonic acid